IC1=CNC2=NC(=CC=C21)C=O 3-iodo-1H-pyrrolo[2,3-b]pyridine-6-carbaldehyde